C(#N)C=1C=C2C(=CC=NC2=CC1)NC=1C=C(C(=O)NC2=CC(=NC=C2)NC2=CC=NC=C2)C=CC1 3-((6-cyanoquinolin-4-yl)amino)-N-(2-(pyridin-4-ylamino)pyridin-4-yl)benzamide